C(C)(C)(C)OC(=O)N1C=C(C2=CC(=CC=C12)Br)NC(C(=O)NC)=O 5-bromo-3-(2-(methylamino)-2-oxoacetamido)-1H-indole-1-carboxylic acid tert-butyl ester